ON1C(NC2=C(C=CC=C2C1=O)S(=O)(=O)C1=CC(=CC=C1)OC)=O 3-hydroxy-8-((3-methoxyphenyl)sulfonyl)quinazoline-2,4(1H,3H)-dione